5-(3-benzyl-1-((2-methyl-2H-1,2,3-triazol-4-yl)sulfonyl)pyrrolidin-3-yl)-6-ethyl-1H-indazole C(C1=CC=CC=C1)C1(CN(CC1)S(=O)(=O)C1=NN(N=C1)C)C=1C=C2C=NNC2=CC1CC